4-(tert-butyl)-3-(2-((4-hydroxyphenyl)amino)-2-oxoethoxy)benzamide (3R)-5,7-bis(benzyloxy)-2-(3,4-bis(benzyloxy)phenyl)chroman-3-yl-3,4,5-tris(benzyloxy)-2-fluorobenzoate C(C1=CC=CC=C1)OC1=C2C[C@H](C(OC2=CC(=C1)OCC1=CC=CC=C1)C1=CC(=C(C=C1)OCC1=CC=CC=C1)OCC1=CC=CC=C1)OC(C1=C(C(=C(C(=C1)OCC1=CC=CC=C1)OCC1=CC=CC=C1)OCC1=CC=CC=C1)F)=O.C(C)(C)(C)C1=C(C=C(C(=O)N)C=C1)OCC(=O)NC1=CC=C(C=C1)O